[6-[cyclobutyl(methyl)amino]pyrazin-2-yl]methanol C1(CCC1)N(C1=CN=CC(=N1)CO)C